ethyl 3,4,5-trihydroxybenzoate OC=1C=C(C(=O)OCC)C=C(C1O)O